FC([C@H](CC1=NC(=NO1)C=1C=CC(=C(C1)NC(=O)C1=CN=C2N1C=CC(=C2)C=2N=CSC2)C)O)F (S)-N-(5-(5-(3,3-difluoro-2-hydroxypropyl)-1,2,4-oxadiazol-3-yl)-2-methylphenyl)-7-(thiazol-4-yl)imidazo[1,2-a]pyridine-3-carboxamide